2-(3-(3-((R)-fluoro(4-methyl-4H-1,2,4-triazol-3-yl)methyl)oxetan-3-yl)phenyl)-6-((R)-1-(3-fluoro-3-methylazetidin-1-yl)ethyl)-4-(trifluoromethyl)isoindolin-1-one F[C@H](C1(COC1)C=1C=C(C=CC1)N1C(C2=CC(=CC(=C2C1)C(F)(F)F)[C@@H](C)N1CC(C1)(C)F)=O)C1=NN=CN1C